ClC1=CC=C(CNC2(CN(C2)C(=O)OC(C)(C)C)C(=O)OCC)C=C1 1-(tert-butyl) 3-ethyl 3-((4-chlorobenzyl)amino)azetidine-1,3-dicarboxylate